FC1(CN(CC1)CC=1N(C2=CC(=CC=C2C(C1C)=O)C1=NC(=NC=C1F)N[C@@H]1C[C@H]2CO[C@@H]([C@H]1O)O2)C(C)C)F 2-((3,3-difluoropyrrolidin-1-yl)methyl)-7-(5-fluoro-2-(((1S,3R,4S,5R)-4-hydroxy-6,8-dioxabicyclo[3.2.1]octan-3-yl)amino)pyrimidin-4-yl)-1-isopropyl-3-methylquinolin-4(1H)-one